8-fluoro-6-methoxy-2,2-dimethylchromane FC=1C=C(C=C2CCC(OC12)(C)C)OC